tert-butyl (2-(bromodifluoromethyl)but-3-en-1-yl)carbamate BrC(C(CNC(OC(C)(C)C)=O)C=C)(F)F